O[C@@H]1C[C@H](N(C1)C(C(C(C)C)C1=CC(=NO1)C1=CC=C(C=C1)C1=CN=NC(=C1)C1=C(C=CC=C1)O)=O)C(=O)N[C@@H](C)C1=CC=C(C=C1)C1=C(N=CS1)C (2S,4R)-4-Hydroxy-1-(2-(3-(4-(6-(2-hydroxyphenyl)pyridazin-4-yl)phenyl)isoxazol-5-yl)-3-methylbutanoyl)-N-((S)-1-(4-(4-methylthiazol-5-yl)phenyl)ethyl)pyrrolidine-2-carboxamide